10,10',10''-(4,6-bis(1-methyl-1H-benzo[d]imidazol-2-yl)-[1,1'-biphenyl]-2,3,5-triyl)tris(5-methyl-5,10-dihydrophenazine) CN1C(=NC2=C1C=CC=C2)C2=C(C(=C(C(=C2N2C1=CC=CC=C1N(C=1C=CC=CC21)C)C2=NC1=C(N2C)C=CC=C1)C1=CC=CC=C1)N1C2=CC=CC=C2N(C=2C=CC=CC12)C)N1C2=CC=CC=C2N(C=2C=CC=CC12)C